BrC=1C=C(C=CC1)C1(CC(C1)O)C1=NN=CN1C 3-(3-Bromophenyl)-3-(4-methyl-1,2,4-triazol-3-yl)cyclobutanol